FC(C=1C=C(CNC2=NC=CC=C2)C=CC1)(F)F N-(3-trifluoromethylbenzyl)pyridin-2-amine